C(C)(C)(C)OC(=O)N1CC=C(CC1)C=1C=C2C(N(CC2=CC1)C(C1=C(C=CC(=C1)Cl)OC)C1=NC2=C(N1)C=CC=C2)=O 4-(2-((1H-benzo[d]imidazol-2-yl)(5-chloro-2-methoxyphenyl)methyl)-3-oxoisoindol-5-yl)-5,6-dihydropyridine-1(2H)-carboxylic acid tert-butyl ester